[Br-].C1(=CC=CC=C1)C1(C(OCC1)=C[NH2+]C)C1=CC=CC=C1 (3,3-diphenyldihydrofuran-2(3H)-ylidene)-N-methylmethanaminium bromide